O(C1=CC=CC=C1)CCC(=O)NC=1C=NN(C1)CC(=O)N1CCN(CCC1)C(=O)OC(C)(C)C tert-butyl 4-(2-(4-(3-phenoxypropanamido)-1H-pyrazol-1-yl)acetyl)-1,4-diazepane-1-carboxylate